BrC1=C(C=C2C(=C(C(N3C2=C1OC[C@@H]3C)=O)C(=O)N)O)Cl (S)-10-bromo-9-chloro-7-hydroxy-3-methyl-5-oxo-2,3-dihydro-5H-[1,4]oxazino[2,3,4-ij]quinoline-6-carboxamide